4-(4-acryloyl-2-methylpiperazin-1-yl)-6-cyclopropyl-7-(2-fluoro-3-hydroxyphenyl)-1-(2-isopropyl-4-methylpyridin-3-yl)pyrido[2,3-d]pyrimidin-2(1H)-one C(C=C)(=O)N1CC(N(CC1)C=1C2=C(N(C(N1)=O)C=1C(=NC=CC1C)C(C)C)N=C(C(=C2)C2CC2)C2=C(C(=CC=C2)O)F)C